ClC1=CC(=C(C(=NO)N[C@@H]2C(NC[C@H]2C2=C(C=C(C=C2F)OC)F)=O)C=C1)F 4-chloro-N-((3s,4r)-4-(2,6-difluoro-4-methoxyphenyl)-2-oxopyrrolidin-3-yl)-2-fluoro-N'-hydroxybenzamidine